2-oxo-2-(4-phenylpiperazin-1-yl)ethyl-5-(tetradecyloxy)furan-2-carboxylate O=C(COC(=O)C=1OC(=CC1)OCCCCCCCCCCCCCC)N1CCN(CC1)C1=CC=CC=C1